2,2,2-trifluoro-1-(4-fluoro-3-methyl-1-benzofuran-2-yl)ethanone FC(C(=O)C=1OC2=C(C1C)C(=CC=C2)F)(F)F